(S)-4-methyl-2-(phenylmethylsulfonylamino)pentanoic acid CC(C[C@@H](C(=O)O)NS(=O)(=O)CC1=CC=CC=C1)C